tributyl(((2,2-dimethyl-1,3-dioxolan-4-yl)methoxy)methyl)stannane C(CCC)[Sn](COCC1OC(OC1)(C)C)(CCCC)CCCC